N-(5-Methoxy-2-nitrophenyl)-N-methylmethanesulfonamide COC=1C=CC(=C(C1)N(S(=O)(=O)C)C)[N+](=O)[O-]